2-(4-methylphenyl)-3-phenyl-4-hydroxymethyl-isoxazoline CC1=CC=C(C=C1)N1OCC(C1C1=CC=CC=C1)CO